C(#N)C[C@@H]1N(CCN(C1)C=1C2=C(N=C(N1)OC[C@H]1N(CCC1)C)CNCC2)C(=O)OCC2=CC=CC=C2 (S)-benzyl 2-(cyanomethyl)-4-(2-(((S)-1-methylpyrrolidin-2-yl)methoxy)-5,6,7,8-tetrahydropyrido[3,4-d]pyrimidin-4-yl)piperazine-1-carboxylate